ClC1=CC(=C(C=C1)C1=NC(=NC2=NC(=CN=C12)C)C=1CCOC(C1)C=1C=NN(C1)C1CC1)F 4-(4-chloro-2-fluorophenyl)-2-(6-(1-cyclopropyl-1H-pyrazol-4-yl)-3,6-dihydro-2H-pyran-4-yl)-7-methylpteridine